N-(1-(1H-pyrazol-3-yl)-1H-imidazol-4-yl)-2-chloropyrrolo[2,1-f][1,2,4]triazin-4-amine N1N=C(C=C1)N1C=NC(=C1)NC1=NC(=NN2C1=CC=C2)Cl